gamma-glutamyl-Arginine N[C@@H](CCC(=O)N[C@@H](CCCNC(N)=N)C(=O)O)C(=O)O